C1=CC=CC=2C3=CC=CC=C3N(C12)C=1C=CC=C2C=CC=C(C12)N 8-(9H-carbazole-9-yl)naphthalene-1-amine